2-(bicyclo[2.2.2]octane-4-carbonylamino)-4-[3-[2-(5,6,7,8-tetrahydro-1,8-naphthyridin-2-yl)ethyl]cyclobutoxy]butanoic acid C12CCC(CC1)(CC2)C(=O)NC(C(=O)O)CCOC2CC(C2)CCC2=NC=1NCCCC1C=C2